(3R)-3-hydroxybutanone O[C@@H](C(C)=O)C